(E)-2-(((3-benzyl-3-methylpent-2-ylidene)amino)oxy)acetic acid C(C1=CC=CC=C1)C(\C(\C)=N\OCC(=O)O)(CC)C